The molecule is a pentacyclic triterpenoid that is lup-20(29)-en-28-oic acid substituted by a hydroxy group at position 3 and a [(2E)-3-(4-hydroxyphenyl)prop-2-enoyl]oxy group at position 2 (the 2alpha,3beta-stereoisomer ). It has been isolated from the root bark of Zizyphus jujuba and Ziziphus cambodianus. It has a role as an antiplasmodial drug and a plant metabolite. It is a pentacyclic triterpenoid, a hydroxy monocarboxylic acid and a cinnamate ester. It derives from a hydride of a lupane. CC(=C)[C@@H]1CC[C@]2([C@H]1[C@H]3CC[C@H]4[C@]([C@@]3(CC2)C)(CC[C@@H]5[C@@]4(C[C@H]([C@@H](C5(C)C)O)OC(=O)/C=C/C6=CC=C(C=C6)O)C)C)C(=O)O